[Fe].[Co].[Ni] nickel cobalt iron salt